bis(1,3-dimethylbutyl) sulfosuccinate S(=O)(=O)(O)C(C(=O)OC(CC(C)C)C)CC(=O)OC(CC(C)C)C